COC1=C(C=C(C=C1)N1CCOCC1)C1=NOC(=C1)CO (3-(2-methoxy-5-morpholinophenyl)isoOxazol-5-yl)methanol